ClC1=C(C=CC=C1Cl)N1[C@@H](CN(CC1)CC[C@@H]1CC[C@H](CC1)NS(=O)(=O)C1CC1)C N-(trans-4-(2-((R)-4-(2,3-dichlorophenyl)-3-methylpiperazin-1-yl)ethyl)cyclohexyl)cyclopropanesulphonamide